C(C)NCCC1=CNC2=C(C(=C3C(=C12)OCC3)F)C N-ethyl-2-(4-fluoro-5-methyl-3,6-dihydro-2H-furo[2,3-e]indol-8-yl)ethan-1-amine